C(#N)C1=NC=CC(=C1)CNC(C1=CN=CC(=C1N1CC2(CCCN2)CC1)C1=CC(=CC(=C1)F)F)=O N-[(2-cyano-4-pyridyl)methyl]-4-(1,7-diaza-7-spiro[4.4]nonyl)-5-(3,5-difluorophenyl)nicotinamide